ClC1=C(C(=O)N2COC3=C(C2)C=CC=C3C3=CC(=C(C(=O)O)C=C3F)N3C2COCC3CC2)C(=CC(=C1)C=1C=2C(N=CC1)=NN(N2)C)Cl 4-[3-[2,6-Dichloro-4-(2-methyltriazolo[4,5-b]pyridin-7-yl)benzoyl]-2,4-dihydro-1,3-benzoxazin-8-yl]-5-fluoro-2-(3-oxa-8-azabicyclo[3.2.1]octan-8-yl)benzoic acid